C(C1=CC=CC=C1)NC(CNC(CNC(OCC1=CC=CC=C1)=O)=O)=O Benzyl (2-((2-(benzylamino)-2-oxoethyl)amino)-2-oxoethyl)carbamate